C(O)(=O)OC(C(C(CCCCC)CC)O)C(CCCCC)CC di(ethylhexyl)ethylene glycol carbonate